Lithium 2-(3-(4-(N-(1-(2-(4-ethyl-5-oxo-4,5-dihydro-1H-tetrazol-1-yl)ethyl)piperidin-4-yl)propionamido)phenyl)ureido)acetate C(C)N1N=NN(C1=O)CCN1CCC(CC1)N(C(CC)=O)C1=CC=C(C=C1)NC(NCC(=O)[O-])=O.[Li+]